(1R,2R,3S,4R,5S)-N-(3,4-dichlorophenyl)-5-hydroxy-3-(6-(trifluoromethyl)pyridine-2-yl)-7-oxabicyclo[2.2.1]Heptane-2-carboxamide ClC=1C=C(C=CC1Cl)NC(=O)[C@H]1[C@H]2C[C@@H]([C@@H]([C@@H]1C1=NC(=CC=C1)C(F)(F)F)O2)O